2-amino-N-(5-methyl-4-(1-methyl-1,2,3,6-tetrahydropyridin-4-yl)thiazol-2-yl)benzamide NC1=C(C(=O)NC=2SC(=C(N2)C=2CCN(CC2)C)C)C=CC=C1